6-(4-(phenethylsulfonyl)piperazin-1-yl)isonicotinic Acid C(CC1=CC=CC=C1)S(=O)(=O)N1CCN(CC1)C=1N=CC=C(C(=O)O)C1